C(C)C1=CC=C(OC2=NC=3N(C(N(C(C3N2CC2=CC=C(C=C2)F)=O)CCCO)=O)C)C=C1 8-(4-ethylphenoxy)-7-(4-fluorobenzyl)-1-(3-hydroxypropyl)-3-methyl-1H-purine-2,6(3H,7H)-dione